5-(2-bromopropanoyl)-7-chloro-2,3-dihydro-1H-isoindol-1-one BrC(C(=O)C=1C=C2CNC(C2=C(C1)Cl)=O)C